C1(CC1)CS(=O)(=O)C1=CC=C(C=C1)C(CC(=O)N)C1=NC2=C(N1)C(=C(C(=C2)Cl)N2CCC(CC2)(F)F)Cl 3-(4-((cyclopropylmethyl)sulfonyl)phenyl)-3-(5,7-dichloro-6-(4,4-difluoropiperidin-1-yl)-1H-benzo[d]imidazol-2-yl)propionamide